[Ag+].S(=S)(=O)([O-])[O-].S(=S)(=O)([O-])[O-].[Ag+].[Ag+].[Ag+] Bis(thiosulfate) silver (I)